1,11-bis(9-acridinyl)undecane C1=CC=CC2=NC3=CC=CC=C3C(=C12)CCCCCCCCCCCC=1C2=CC=CC=C2N=C2C=CC=CC12